4-[(9,10-Dihydro-4-hydroxy-9,10-dioxo-1-anthryl)amino]toluol OC1=CC=C(C=2C(C3=CC=CC=C3C(C12)=O)=O)NC1=CC=C(C=C1)C